O=C1N(CC2=C(C=CC=C12)C1=NC2=CC=CC=C2N=C1)CC(C#N)=C 2-{[1-oxo-4-(quinoxalin-2-yl)-2,3-dihydro-1H-isoindol-2-yl]methyl}prop-2-enenitrile